[N+](=O)([O-])C=1C=NC=2CCC3(CC2C1)CCCC3 3'-nitro-7',8'-dihydro-5'h-spiro[cyclopentane-1,6'-quinoline]